rac-(1R,2S,4S)-4-(5-(((benzyloxy)carbonyl)amino)-1-(tert-butyl)-1H-pyrazol-3-yl)-2-fluorocyclopentyl 4-nitrobenzoate [N+](=O)([O-])C1=CC=C(C(=O)O[C@H]2[C@H](C[C@H](C2)C2=NN(C(=C2)NC(=O)OCC2=CC=CC=C2)C(C)(C)C)F)C=C1 |r|